N1(CCC2=CC=CC=C12)CC=1C=C(C=C2C(C=C(OC12)N1CCOCC1)=O)C(=O)N(C)C 8-(indolin-1-ylmethyl)-N,N-dimethyl-2-morpholino-4-oxo-4H-chromen-6-carboxamide